3-methoxy-5-aminobenzamide COC=1C=C(C(=O)N)C=C(C1)N